C(C)(C)(C)[Si](C)(C)OC(CC=C)C1=CC=C(C=C1)F t-butyl-((1-(4-fluorophenyl)but-3-en-1-yl)oxy)dimethylsilane